FC(C=CI)(C(C(C(F)(F)F)(F)F)(F)F)F 3,3,4,4,5,5,6,6,6-nonafluoro-1-iodohex-1-ene